CC1OC(CN(C1)C1=CC=C(C(=N1)C)NC1CCC(CC1)CCC(=O)O)C 3-(4-((6-(2,6-dimethylmorpholino)-2-methylpyridin-3-yl)amino)cyclohexyl)propanoic acid